N-propyl-N'-isopropylethylenediamine C(CC)NCCNC(C)C